The molecule is a precorrin carboxylic acid anion obtained by deprotonation of the carboxy groups of cobalt-precorrin-5B; major species at pH 7.3. It is a conjugate base of a cobalt-precorrin-5B. C[C@@]12CC3=C([C@](C(=N3)/C=C\\4/[C@H]([C@](/C(=C/5\\[C@@H]([C@@](C(=N5)/C=C(\\[N-]1)/C(=C2CC(=O)[O-])CCC(=O)[O-])(C)CCC(=O)[O-])CC(=O)[O-])/[N-]4)(C)CC(=O)[O-])CCC(=O)[O-])(C)CC(=O)[O-])CCC(=O)[O-].[Co]